CN(C1CN(C1)CC(=O)N)C 2-(3-(dimethylamino)azetidin-1-yl)acetamide